C(CCCCC)N(P(OC[C@@H]1CN(C[C@@H](O1)N1C(NC(C(=C1)C)=O)=O)C(C1=CC=CC=C1)(C1=CC=CC=C1)C1=CC=CC=C1)(=O)Cl)C ((2S,6R)-6-(5-METHYL-2,4-DIOXO-3,4-DIHYDROPYRIMIDIN-1(2H)-YL)-4-TRITYLMORPHOLIN-2-YL)METHYL HEXYL(METHYL)PHOSPHORAMIDOCHLORIDATE